FC=1C=C(C=C(C1)F)[C@H]1N(OCC1)C(=O)C1CCC(CC1)COC=1C=CC(=C(C#N)C1)F 5-((4-((S)-3-(3,5-difluorophenyl)isoxazolidine-2-carbonyl)cyclohexyl)methoxy)-2-fluorobenzonitrile